p-propionamidophenylboronic acid C(CC)(=O)NC1=CC=C(C=C1)B(O)O